ClC1=C(NC2=CC=C(C(=C12)Cl)F)C(=O)N1C[C@H]2N(C(OCC2)=O)CC1 (S)-2-(3,4-dichloro-5-fluoro-1H-indole-2-carbonyl)hexahydro-2H,6H-pyrazino[1,2-c][1,3]oxazin-6-one